FC(C1=NC(=NC(=N1)C(F)(F)F)N1[C@@H](C=2NC3=CC=C(C=C3C2CC1)Cl)C[C@H](CO)O)(F)F (R)-3-((R)-2-(4,6-bis(trifluoromethyl)-1,3,5-triazin-2-yl)-6-chloro-2,3,4,9-tetrahydro-1H-pyrido[3,4-b]indol-1-yl)propane-1,2-diol